bromo-2-cyclopropyl-4'-iodo-1,1'-biphenyl BrC=1C(=C(C=CC1)C1=CC=C(C=C1)I)C1CC1